methyl-(N-methyl-4-indolyl)silane C[SiH2]C1=C2C=CN(C2=CC=C1)C